4-isopropylphenylmagnesium bromide C(C)(C)C1=CC=C(C=C1)[Mg]Br